tert-butyl (1R,5S)-3-(7-chloro-8-fluoro-2-(((1aS,6aS,6bR)-hexahydrocyclopropa[a]pyrrolizin-6a(4H)-yl) methoxy) pyrido[4,3-d]pyrimidin-4-yl)-3,8-diazabicyclo[3.2.1]octane-8-carboxylate ClC1=C(C=2N=C(N=C(C2C=N1)N1C[C@H]2CC[C@@H](C1)N2C(=O)OC(C)(C)C)OC[C@]21CCCN1C[C@@H]1[C@H]2C1)F